(((ethoxycarbonyl)(methyl)amino)(phenyl)methyl)-5-chlorobenzoate C(C)OC(=O)N(C)C(C1=CC=CC=C1)OC(C1=CC=CC(=C1)Cl)=O